2-(cyclopentylmethoxy)isoindoline-1,3-dione C1(CCCC1)CON1C(C2=CC=CC=C2C1=O)=O